NC=1C=C(C=C(C1)C(F)(F)F)[C@@H](C)NC=1C2=C(N=C(N1)C)C=NC(=C2)C=2CCN(CC2)CC(=O)N (R)-2-(4-(4-((1-(3-amino-5-(trifluoromethyl)phenyl)ethyl)amino)-2-methylpyrido[3,4-d]pyrimidine-6-yl)-3,6-dihydropyridin-1(2H)-yl)acetamide